S(N)(OC[C@@H]1[C@H]([C@H]([C@@H](C1)NC1=NC=NC=C1C(=O)C=1SC=C(C1Cl)[C@@H](C1=CC(=CC=C1)Cl)N)O)O)(=O)=O [(1R,2R,3S,4R)-4-{[5-({4-[(R)-Amino(3-chlorophenyl)methyl]-chloro-2-thienyl}carbonyl)pyrimidin-4-yl]amino}-2,3-dihydroxycyclopentyl]methyl sulfamate